C12CCC(CC1)N2CC2=C(CNC1=CC(=C(C(=C1)F)S(=O)(=O)NC1=NSC=C1)F)C(=CC=C2)F 4-((2-((7-azabicyclo[2.2.1]heptan-7-yl)methyl)-6-fluorobenzyl)amino)-2,6-difluoro-N-(isothiazol-3-yl)benzenesulfonamide